racemic-(2,2'-bis(diphenylphosphino)-1,1'-binaphthyl) C1(=CC=CC=C1)P(C1=C(C2=CC=CC=C2C=C1)C1=C(C=CC2=CC=CC=C12)P(C1=CC=CC=C1)C1=CC=CC=C1)C1=CC=CC=C1